(2S)-proline N1[C@@H](CCC1)C(=O)O